3-(3-(4-(Chloromethyl)phenyl)-5-(6-cyclopropylpyridin-3-yl)-3H-imidazo[4,5-b]pyridin-2-yl)pyridin-2-amine ClCC1=CC=C(C=C1)N1C(=NC=2C1=NC(=CC2)C=2C=NC(=CC2)C2CC2)C=2C(=NC=CC2)N